C1(=CC=CC=C1)C(C1=CC2=CC=CC=C2C=C1)C1=CC=CC=C1 diphenyl-β-naphthylmethane